CN(CCO[C@@H]1[C@@H](CN(CC1)C1=NC(=NC=N1)NC=1N=CC2=C(C=CC(=C2C1)C(C)C)N1[C@@H]([C@H](C1)CS(=O)(=O)C)C)F)C N-(4-((3R,4S)-4-(2-(Dimethylamino)ethoxy)-3-fluoropiperidin-1-yl)-1,3,5-triazin-2-yl)-5-isopropyl-8-((2R,3S)-2-methyl-3-((methylsulfonyl)methyl)azetidin-1-yl)isoquinolin-3-amine